2-(4-(((3S,4R)-4-(4-fluorophenyl)-piperidin-3-yl)methoxy)phenoxy)ethan-1-amine FC1=CC=C(C=C1)[C@H]1[C@@H](CNCC1)COC1=CC=C(OCCN)C=C1